5-(hydroxymethyl)-4-(prop-2-en-1-yl)-2,4-dihydro-3H-1,2,4-triazol-3-one OCC=1N(C(NN1)=O)CC=C